benzyl (2R,4S)-2-(tert-butyl)-4-((methylthio)methyl)-5-oxooxazolidine-3-carboxylate C(C)(C)(C)[C@H]1OC([C@H](N1C(=O)OCC1=CC=CC=C1)CSC)=O